L-1-morpholino-4-(2,4,5-trifluorophenyl)-1,3-butanedione O1CCN(CC1)C(CC(CC1=C(C=C(C(=C1)F)F)F)=O)=O